5-bromo-3-methyl-7-(methylthio)-2,3-dihydrofuro[2,3-c]pyridine-3-carboxamide BrC=1C=C2C(=C(N1)SC)OCC2(C(=O)N)C